COC(=O)C1CCC(CC1)N1C(C(=C(C=C1)Cl)C=O)=O (1s,4s)-4-(4-chloro-3-formyl-2-oxopyridin-1(2H)-yl)cyclohexane-1-carboxylic acid methyl ester